C1(CC1)[C@@H](C)NC1=NN2C(C=N1)=C(C=C2)C2=CC=C1C(=N2)N(C(=N1)C)CC (R)-N-(1-cyclopropylethyl)-5-(3-ethyl-2-methyl-3H-imidazo[4,5-b]pyridin-5-yl)pyrrolo[2,1-f][1,2,4]triazin-2-amine